BrCl.[Tl] thallium bromo chloride